ClC1=CC(=C(C=C1)N1N=CC(=C1)NC(C)=O)C1=CC=C2C(=CN=NC2=C1)NCC1=C(C=C(C=C1)OC)OC N-[1-[4-chloro-2-[4-[(2,4-dimethoxyphenyl)methylamino]cinnolin-7-yl]phenyl]pyrazol-4-yl]acetamide